NC[C@@]1(OC2=C(C1)C(=C(C=C2)Cl)C2=C(C(=O)N)C=CC=C2F)C2=CC=CC=1OC(OC12)(F)F 2-((2S,4S)-2-(aminomethyl)-5-chloro-2-(2,2-difluorobenzo[d][1,3]dioxol-4-yl)-2,3-dihydrobenzofuran-4-yl)-3-fluorobenzamide